FC1=CC=C(C=C1)C(CO)NC(=O)C1=CN(C=C1)C1=NC(=NC=C1C)N[C@@H]1COCC1 N-(1-(4-fluoro-phenyl)-2-hydroxy-ethyl)-1-(5-methyl-2-(((S)-tetrahydro-furan-3-yl)amino)-pyrimidin-4-yl)-1H-pyrrole-3-carboxamide